CC1=C(C(=O)P(OCC)(=O)C2=CC=CC=C2)C(=CC(=C1)C)C Ethyl (2,4,6-trimethylbenzoyl)-phenylphosphinate